C(C(=C)C)(=O)OC(CCC)(C)CC(CO)O 2,3-dihydroxypropylmethylbutyl methacrylate